1-(methyl-d3)-3-nitro-1H-pyrazole C(N1N=C(C=C1)[N+](=O)[O-])([2H])([2H])[2H]